N1(C=NC=C1)C=1C=C(C(=O)NC=2SC3=C(N2)C=CC(=C3)C(=O)O)C=CC1 2-(3-(1H-imidazol-1-yl)benzamido)benzo[d]thiazole-6-carboxylic acid